(tributylstannyl)-7,8-dihydro-6H-1,6-naphthyridin-5-one C(CCC)[Sn](CCCC)(CCCC)C1=NC=2CCNC(C2C=C1)=O